4-Methoxy-N-((S)-5-methyl-2-oxo-1-((S)-N-(((S)-2-oxopyrrolidin-3-yl)methyl)aziridine-2-carboxamido)hexan-3-yl)-1H-indole-2-carboxamide COC1=C2C=C(NC2=CC=C1)C(=O)N[C@H](C(CN(C(=O)[C@H]1NC1)C[C@H]1C(NCC1)=O)=O)CC(C)C